6-(isoindolin-2-ylmethyl)-1-methyl-3-(piperidin-4-ylmethoxy)pyridin-2(1H)-one C1N(CC2=CC=CC=C12)CC1=CC=C(C(N1C)=O)OCC1CCNCC1